N-(2-(3-(Dimethylamino)propoxy)-5-(3'-methyl-2'-oxo-2',3'-dihydrospiro[cyclopropane-1,1'-pyrrolo[2,3-c]quinolin]-8'-yl)pyridin-3-yl)cyclobutanesulfonamide CN(CCCOC1=NC=C(C=C1NS(=O)(=O)C1CCC1)C1=CC=2C3=C(C=NC2C=C1)N(C(C31CC1)=O)C)C